ClC1=C(C=CC=C1NC(=O)C=1N(C2=C(CN(C(C2)C)C(=O)OC(C)(C)C)N1)C)C1=C(C(=CC=C1)C=1OC2=C(N1)C=C(C=C2C#N)CO)C tert-butyl 2-(2-chloro-3'-(7-cyano-5-(hydroxymethyl)benzo[d]oxazol-2-yl)-2'-methylbiphenyl-3-ylcarbamoyl)-1,6-dimethyl-6,7-dihydro-1H-imidazo[4,5-c]pyridine-5(4H)-carboxylate